2-azaspiro[3.4]octane-5-ol C1NCC12C(CCC2)O